3-(2-methoxyphenyl)-N-(5-((tetrahydro-2H-pyran-4-yl)methoxy)-1,3,4-thiadiazol-2-yl)isonicotinamide COC1=C(C=CC=C1)C1=C(C(=O)NC=2SC(=NN2)OCC2CCOCC2)C=CN=C1